(7R,14R)-11-(4-((diethylphosphoryl)(hydroxy)methyl)phenyl)-1-(difluoromethoxy)-6-(methyl-d3)-6,7-dihydro-7,14-methanobenzo[f]benzo[4,5]imidazo[1,2-a][1,4]diazocin-5(14H)-one C(C)P(=O)(CC)C(C1=CC=C(C=C1)C1=CC2=C(N=C3N2[C@H]2C4=C(C(N([C@@H]3C2)C([2H])([2H])[2H])=O)C=CC=C4OC(F)F)C=C1)O